C1(=CC=CC=C1)C(C(=C)CS(=O)(=O)C1=CC=CC=C1)=O 1-phenyl-2-((benzenesulfonyl)methyl)propan-2-en-1-one